5-chloro-4-fluorofuro[2,3-c]pyridine-2-carboxamide ClC=1C(=C2C(=CN1)OC(=C2)C(=O)N)F